FC=1C=C(C=C(C1)F)CC(=O)N[C@H](C(=O)NC1C2=C(C3=C(N(C1=O)C)C=CC=C3)C=CC=C2)C (S)-2-[2-(3,5-Difluorophenyl)acetylamino]-N-(5-methyl-6-oxo-6,7-dihydro-5H-dibenzo[b,d]azepin-7-yl)propionamide